BrC=1C=C(C=CC1)C#CCN1C(C2=CC=CC=C2C1=O)=O 2-[3-(3-bromophenyl)prop-2-ynyl]isoindoline-1,3-dione